N-(4-methoxybenzyl)-2-(4-methylpiperazin-1-yl)-2-(pyridin-3-yl)acetamide COC1=CC=C(CNC(C(C=2C=NC=CC2)N2CCN(CC2)C)=O)C=C1